C[Si](C1=CC(=CC=C1)C=C)(OC(C)C)C dimethylisopropoxy(3-vinyl-phenyl)silane